C(C)(C)(C)[Si](C1=CC=CC=C1)(C1=CC=CC=C1)OCCOC1=CC(=CC=C1)OC Tert-butyl-[2-(3-methoxyphenoxy)ethoxy]-diphenyl-silane